5-benzodioxole-carboxamide O1COC2=C1C=CC(=C2)C(=O)N